[N+](=O)([O-])C1=CC=C(S1)C=CC(=O)N 3-(5-nitrothiophen-2-yl)acrylamide